7-Fluoro-4-(4-methoxybenzyl)-6-nitro-3,4-dihydro-2H-benzo[b][1,4]oxazine-8-carboxylic acid methyl ester COC(=O)C1=C(C(=CC2=C1OCCN2CC2=CC=C(C=C2)OC)[N+](=O)[O-])F